[18F]-choline C[N+](C)(CCO)C[18F]